FC1=CC=C2C(=CC=NC2=C1)N1CCN(CC1)C(=O)C1CN(CC1)S(=O)(=O)C1=CC=C(C=C1)C1=CC=NC=C1 (4-(7-fluoroquinolin-4-yl)piperazin-1-yl)(1-((4-(pyridin-4-yl)phenyl)sulfonyl)pyrrolidin-3-yl)methanone